2-(4-((2S,5R)-4-(bis(4-fluorophenyl)methyl)-5-ethyl-2-methylpiperazin-1-yl)-1H-[1,2,4]triazolo[3,4-b]purin-1-yl-2-d)-N,N-dimethylethan-1-amine FC1=CC=C(C=C1)C(N1C[C@@H](N(C[C@H]1CC)C=1C=2N=C(N(C2N2C(N1)=NN=C2)CCN(C)C)[2H])C)C2=CC=C(C=C2)F